2-(5-(methylthio)pyridin-2-yl)acetamide CSC=1C=CC(=NC1)CC(=O)N